[Si](C)(C)(C(C)(C)C)OC[C@H]1N(CC1=O)C(=O)OC(C)(C)C tert-butyl (R)-2-(((tert-butyldimethylsilyl)oxy)methyl)-3-oxoazetidine-1-carboxylate